tert-butyl 5-(2-amino-3-fluoro-5-methoxy-4-pyridyl)-3-[tert-butyl(dimethyl)silyl]oxy-2,3,4,7-tetrahydroazepine-1-carboxylate NC1=NC=C(C(=C1F)C=1CC(CN(CC1)C(=O)OC(C)(C)C)O[Si](C)(C)C(C)(C)C)OC